C(C)N(CC)CCC[SiH3] 3-(N,N-diethylamino)propylsilane